OCCOC1=C(C=C(C=C1)C1(C2=CC=CC(=C2C=2C(=CC=CC12)C1=CC=CC=C1)C1=CC=CC=C1)C1=CC(=C(C=C1)OCCO)C)C 9,9-bis[4-(2-hydroxyethoxy)-3-methylphenyl]-4,5-diphenylfluorene